2-methyl-2-[5-[(3R)-3-amino-5,5,7-trifluoro-1-[[4-(5-methoxy-2-pyridyl)phenyl]methyl]-2-oxo-3,4-dihydro-1-benzazepin-8-yl]-1,3,4-oxadiazol-2-yl]propanenitrile CC(C#N)(C)C=1OC(=NN1)C1=CC2=C(C(C[C@H](C(N2CC2=CC=C(C=C2)C2=NC=C(C=C2)OC)=O)N)(F)F)C=C1F